4-azathiophene S1C=CN=C1